ClC1=NC=C(C(=N1)C1=CN(C2=CC(=CC=C12)[N+](=O)[O-])C)C 3-(2-chloro-5-methyl-pyrimidin-4-yl)-1-methyl-6-nitro-indole